Cl.C[C@H]1NCC[C@H](C1)NC(=O)C1CC1 N-((2R,4R)-2-methylpiperidin-4-yl)cyclopropane-1-carboxamide HCl